CC=1OC(=CC1C(=O)O)CN(C(=O)C=1COC2=C(C1)C=CC(=C2)N2CCOCC2)C 2-methyl-5-((N-methyl-7-morpholinyl-benzopyran-3-carboxamido)methyl)furan-3-carboxylic acid